penta-phenyl-silole C1(=CC=CC=C1)C1=C(C(=C([SiH]1C1=CC=CC=C1)C1=CC=CC=C1)C1=CC=CC=C1)C1=CC=CC=C1